N-(2,4-difluoro-3-(7-fluoro-3-(1H-imidazol-2-yl)-1H-indazol-6-yl)phenyl)-1-methyl-1H-pyrazole-4-sulfonamide FC1=C(C=CC(=C1C1=CC=C2C(=NNC2=C1F)C=1NC=CN1)F)NS(=O)(=O)C=1C=NN(C1)C